C(C(O)C(O)C(=O)O)(=O)O.C(C(O)C(O)C(=O)O)(=O)O tartaric acid, tartaric acid salt